2-(2-propoxycarbonyl)acetoxy-1,3-propanediol CC(C)OC(=O)CC(=O)OC(CCO)O